[W].[Sn] tin-tungsten